(2R,6S)-2-[1-(methoxymethyl)pyrazol-4-yl]-6-methyl-4-(p-tolylsulfonyl)morpholine COCN1N=CC(=C1)[C@@H]1CN(C[C@@H](O1)C)S(=O)(=O)C1=CC=C(C=C1)C